1-[6-({4-[2-amino-6-(m-cyanophenyl)-4-pyrimidinyl]-1H-1,2,3-triazol-1-yl}methyl)-2-pyridinyl]-2-piperidinecarboxylic acid NC1=NC(=CC(=N1)C=1N=NN(C1)CC1=CC=CC(=N1)N1C(CCCC1)C(=O)O)C1=CC(=CC=C1)C#N